C(C)OC(=O)C=1N(COC1)CC1=CC=CC=C1 3-benzyl-2,3-dihydrooxazole-4-carboxylic acid ethyl ester